NC1=C(C(=NN1C(C(F)(F)F)C)C1=NC=C(C=C1)C(C)C(NC1=NOC(=C1)C(C(F)(F)F)(C)C)=O)C(=O)N 5-Amino-3-[5-(1-[[5-(1,1,1-trifluoro-2-methylpropan-2-yl)-1,2-oxazol-3-yl]carbamoyl]ethyl)pyridin-2-yl]-1-[1,1,1-trifluoropropan-2-yl]pyrazole-4-carboxamide